2,4-Toluendiamin CC=1C(=CC(=CC1)N)N